F[C@@H](C1=CC2=C(SC(=C2)C(=O)OC2=C(C(=C(C(=C2F)F)F)F)F)C=C1)[P@](=O)(OC1=CC=CC=C1)N[C@H](C(=O)OCC(C)(C)C)C perfluorophenyl 5-((R)-fluoro((S)-(((S)-1-(neopentyloxy)-1-oxopropan-2-yl)amino)(phenoxy)phosphoryl)methyl)benzo[b]thiophene-2-carboxylate